CN1N=CC2=CC=C(C(=C12)C)NC1=NC=C(C(=N1)NC)C(F)(F)F N2-(1,7-dimethyl-1H-indazol-6-yl)-N4-methyl-5-(trifluoromethyl)pyrimidine-2,4-diamine